CC1NC(CNC1)C=1C=NNC1 2-methyl-6-(1H-pyrazol-4-yl)piperazine